O.O.N1C(C=CC2=CC=CC=C12)=O 1H-quinolin-2-one dihydrate